3-isopropyl-2-(2-methylpyridin-4-yl)-5-(1-(pyridin-3-ylsulfonyl)piperidin-4-yl)-1H-indole C(C)(C)C1=C(NC2=CC=C(C=C12)C1CCN(CC1)S(=O)(=O)C=1C=NC=CC1)C1=CC(=NC=C1)C